N-(4-fluoro-3-((2-((1-methyl-1H-pyrazol-4-yl)amino)-5-(4-(1-(trifluoromethyl)cyclopropyl)phenyl)pyrimidin-4-yl)amino)phenyl)acrylamide FC1=C(C=C(C=C1)NC(C=C)=O)NC1=NC(=NC=C1C1=CC=C(C=C1)C1(CC1)C(F)(F)F)NC=1C=NN(C1)C